[(1S,2R,3S,4S,5R,6S)-3,4-Diacetoxy-5-[(3R,6S)-3-Azido-6-[(1S)-1-[Benzyloxycarbonyl(Methyl)Amino]Ethyl]Tetrahydropyran-2-Yl]Oxy-2,6-Bis(Benzyloxycarbonylamino)Cyclohexyl]Acetate C(C)(=O)O[C@H]1[C@@H]([C@H]([C@@H]([C@H]([C@@H]1OC(C)=O)OC1O[C@@H](CC[C@H]1N=[N+]=[N-])[C@H](C)N(C)C(=O)OCC1=CC=CC=C1)NC(=O)OCC1=CC=CC=C1)CC(=O)[O-])NC(=O)OCC1=CC=CC=C1